N-(2-(2-(4-((4-(benzyloxy)benzyl)oxy)phenoxy)ethoxy)ethyl)cyclohexylamine C(C1=CC=CC=C1)OC1=CC=C(COC2=CC=C(OCCOCCNC3CCCCC3)C=C2)C=C1